2-[1-[(2R)-2-(2-ethoxyphenyl)-2-(prop-2-yloxy)ethyl]-5-methyl-6-(1,3-oxazol-2-yl)-2,4-dioxo-1H,2H,3H,4H-thieno[2,3-d]pyrimidin-3-yl]-2-methylpropionic acid C(C)OC1=C(C=CC=C1)[C@H](CN1C(N(C(C2=C1SC(=C2C)C=2OC=CN2)=O)C(C(=O)O)(C)C)=O)OC(C)C